C1NCC12CN(CC2)C2=C(C(N(C1=CC=CC=C21)C)=O)C#N 4-(2,6-diazaspiro[3.4]octan-6-yl)-1-methyl-2-oxo-1,2-dihydroquinoline-3-carbonitrile